ClC1=C(C=CC(=C1)Cl)[SH2+] (2,4-dichlorophenyl)Sulfonium